N[C@H]1CN(CCC1)C1C(CC(C1)C1=CC=CC=C1)OC1=C(C#N)C=CC=C1 2-(2-((R)-3-aminopiperidin-1-yl)-4-phenylcyclopentyloxy)benzonitrile